5-hydroxymethylpyrimidine-2,4-diol OCC=1C(=NC(=NC1)O)O